[V].[Cu].[Ti].[Ni] nickel titanium copper vanadium